C1(=CC=CC=C1)[C@H](C)OC(C(CC)CN1CCC1)=O 2-(azetidin-1-ylmethyl)butanoic acid (S)-1-phenylethyl ester